3-[6-(4-acetylphenyl)pyridine-3-ylazo]-4-aminonaphthalene C(C)(=O)C1=CC=C(C=C1)C1=CC=C(C=N1)N=NC=1C=CC2=CC=CC=C2C1N